FC(C(=O)O)(F)F.FC(C(=O)O)(F)F.NCCCC[C@H](C(=O)N1CCC(CC1)P(=O)(OC)OC)NC([C@@H](CC(C)C)NC([C@@H](CC1=CC=CC=C1)N)=O)=O (2R)-N-[(1R)-5-amino-1-(4-dimethylphosphonopiperidine-1-carbonyl)pentyl]-2-[[(2R)-2-amino-3-phenyl-propionyl]amino]-4-methyl-pentanamide Ditrifluoroacetate salt